9,9-dimethyl-N-(4-(9-phenyl-9H-fluoren-9-yl)phenyl)-9H-fluoren-2-amine CC1(C2=CC=CC=C2C=2C=CC(=CC12)NC1=CC=C(C=C1)C1(C2=CC=CC=C2C=2C=CC=CC12)C1=CC=CC=C1)C